dimethyl-1,2,4-benzenetriamine CC1=C(C(=C(C(=C1)N)N)C)N